P(=O)([O-])([O-])F.P(=O)([O-])([O-])F.[Li+].C(C)(C)(C)C1=C(N)C(=CC(=C1)C(C)(C)C)C(C)(C)C.[Li+].[Li+].[Li+] 2,4,6-tri-tert-butyl-aniline lithium bis(fluorophosphate)